2-fluoro-1-methylcyclopropane-1-carboxylic acid FC1C(C1)(C(=O)O)C